CC(C(=O)N1N=CC2=CC3=C(C=C12)C(=C(N3C3=CC=C(C=C3)F)C3(CCC3)CO)C3=CC=C(C(=O)OC)C=C3)(C)C methyl 4-[1-(2,2-dimethylpropanoyl)-5-(4-fluorophenyl)-6-[1-(hydroxymethyl)cyclobutyl]pyrrolo[2,3-f]indazol-7-yl]benzoate